C(CCCCCCCCCCC)C1C(N(C(C1)=O)C1CC(N(C(C1)(C)C)C)(C)C)=O 3-dodecyl-1-(1,2,2,6,6-pentamethyl-4-piperidyl)-pyrrolidin-2,5-dione